benzofuranhydroxamic acid diethyl-2-acetamido-2-(p-tolylmethyl)propanedioate C(C)OC(C(C(=O)OCC)(CC1=CC=C(C=C1)C)NC(C)=O)=O.O1C(=CC2=C1C=CC=C2)C(=O)NO